ClC=1C=C(C(=CC1)O)C=1C(=CC=C(C1)Br)O 4'-chloro-4-bromo-biphenol